ClC=1C=CC2=C(NC(=N2)[C@H]2N(CCC3=C2N=CN3)C(CCC3CC3)=O)C1 (S)-1-(4-(6-chloro-1H-benzo[d]imidazol-2-yl)-6,7-dihydro-1H-imidazo[4,5-c]pyridin-5(4H)-yl)-3-cyclopropylpropan-1-one